N[C@@H]1C[C@H](CC1)NC1=CC=C(C=N1)N1C(C(=CC=C1)Cl)=O 6'-(((1S,3S)-3-aminocyclopentyl)amino)-3-chloro-2H-[1,3'-bipyridin]-2-one